CC1=NC=CC(=C1)C(=O)O 2-methylpyridine-4-carboxylic acid